1,3-bis(vinylsulfonyl)-propane C(=C)S(=O)(=O)CCCS(=O)(=O)C=C